triethylsilyl ethenesulfonate (triethylsilyl ethenesulfonate) C(C)[Si](CC)(CC)C(=C)S(=O)(=O)O.C(=C)S(=O)(=O)O[Si](CC)(CC)CC